CS(=O)C1=CC=2N(C(C(=C(N2)C(F)(F)F)C=2C=NN(C2)CC(C(F)(F)F)(F)F)=O)C=C1 8-(methylsulfinyl)-3-(1-(2,2,3,3,3-pentafluoropropyl)-1H-pyrazol-4-yl)-2-(trifluoromethyl)-4H-pyrido[1,2-a]pyrimidin-4-one